1,1'-biphenyl-4,4'-diamine C1(=CC=C(C=C1)N)C1=CC=C(C=C1)N